N-(naphthalen-2-yl)-2-(phenylethynyl)benzamide C1=C(C=CC2=CC=CC=C12)NC(C1=C(C=CC=C1)C#CC1=CC=CC=C1)=O